9-((4,5-dihydro-1H-imidazol-2-yl)methoxy)-5-methyl-6-(3-(4-methylpiperazin-1-yl)propyl)-6H-pyrido[4,3-b]carbazole N1C(=NCC1)COC1=CC=2C=3C=C4C(=C(C3N(C2C=C1)CCCN1CCN(CC1)C)C)C=CN=C4